CC1(CCC(CC1)NC1=NN2C(C=N1)=C(C=C2)C=2C=NC=1N(C2)C(=CN1)C)N 1-methyl-N4-(5-(3-methylimidazo[1,2-a]pyrimidin-6-yl)pyrrolo[2,1-f][1,2,4]triazin-2-yl)cyclohexane-1,4-diamine